C1(CCC1)OC1=C(C(=O)NS(=O)(=O)N2CCCC2)C=CC(=C1F)C(=O)N1CC2=C(CC1)C=1C=CC(=CC1OC2=O)N2C[C@@H](N(CC2)C)COC (R)-2-cyclobutoxy-3-fluoro-4-(8-(3-(methoxymethyl)-4-methylpiperazin-1-yl)-5-oxo-1,3,4,5-tetrahydro-2H-chromeno[3,4-c]pyridine-3-carbonyl)-N-(pyrrolidin-1-ylsulfonyl)benzamide